5,N5,6-trimethyl-2-oxo-N3-(pyridin-3-ylmethyl)-1-[3-(trifluoromethyl)-phenyl]-1,2-dihydropyridine-3,5-dicarboxamide CC1(C=C(C(N(C1C)C1=CC(=CC=C1)C(F)(F)F)=O)C(=O)NCC=1C=NC=CC1)C(=O)NC